N-(1-methylcyclopropyl)-2-(1H-pyrazol-5-yl)pyrido[3,4-d]pyrimidin-4-amine CC1(CC1)NC=1C2=C(N=C(N1)C1=CC=NN1)C=NC=C2